OC1=C(C=CC(=C1)O)C1=NC(=NC(=N1)C1=C(C=C(C=C1)C)C)C1=C(C=C(C=C1)C)C 2-(2,4-dihydroxyphenyl)-4,6-bis(2,4-di-methylphenyl)-1,3,5-triazine